1-fluoro-3-isocyanatobenzene FC1=CC(=CC=C1)N=C=O